[I-].C(C)(C)(C)C=1C=C(C=C(C1)C(C)(C)C)C1=CC=C(N1)C[N+](C)(C)C 1-(5-(3,5-di-tert-butylphenyl)-1H-pyrrol-2-yl)-N,N,N-trimethylmethanaminium iodide